4-(4'-((R)-2-amino-3-hydroxypropoxy)-[1,1'-biphenyl]-4-yl)-2-(2-((S)-1-hydroxyethyl)-1H-imidazol-1-yl)but-3-en-1-ol N[C@@H](COC1=CC=C(C=C1)C1=CC=C(C=C1)C=CC(CO)N1C(=NC=C1)[C@H](C)O)CO